(S)-quinuclidin-3-yl ((R)-7-fluoro-6-(4-isobutoxyphenyl)-2,2-dimethyl-1,2,3,4-tetrahydronaphthalen-1-yl)carbamate FC1=C(C=C2CCC([C@H](C2=C1)NC(O[C@@H]1CN2CCC1CC2)=O)(C)C)C2=CC=C(C=C2)OCC(C)C